N-(4-chloro-5-fluoro-2-methoxyphenyl)-1H-benzo[g]indole-3-sulfonamide ClC1=CC(=C(C=C1F)NS(=O)(=O)C1=CNC2=C3C(=CC=C12)C=CC=C3)OC